Cbz (benzyl carbamate) C(C1=CC=CC=C1)NC(OC(=O)OCC1=CC=CC=C1)=O